isopropyl-acrylamide butyl-methacrylate C(CCC)OC(C(=C)C)=O.C(C)(C)C(C(=O)N)=C